C1=C(C=CC2=CC3=CC=CC=C3C=C12)C(=O)O 2-Anthracenecarboxylic acid